COC1=CC=C(C=C1)N1N=C(NC1=O)[C@@H]1CN(CCC1)CCC=1C=C(C=CC1)NC(C)=O (S)-N-(3-(2-(3-(1-(4-methoxyphenyl)-5-oxo-4,5-dihydro-1H-1,2,4-triazol-3-yl)piperidin-1-yl)ethyl)phenyl)acetamide